3,9-diazaspiro[5.5]undecane-3-carboxylic acid C1CN(CCC12CCNCC2)C(=O)O